C1(CCC1)C[C@@H](C#C)NC([C@H](CC(C)C)NC([C@H](C(C)C)NC(OCC1=CC=CC=C1)=O)=O)=O benzyl ((S)-1-(((S)-1-(((S)-1-cyclobutylbut-3-yn-2-yl)amino)-4-methyl-1-oxopentan-2-yl)amino)-3-methyl-1-oxobutan-2-yl)carbamate